(2R,4r,6S)-tert-Butyl 4-((4-(1-(6-methoxy-5-methylpyridin-3-yl)-4,5,7,8-tetrahydro-1H-oxepino[4,5-c]pyrazol-3-yl)-1H-pyrazol-1-yl)methyl)-2,6-dimethylpiperidine-1-carboxylate COC1=C(C=C(C=N1)N1N=C(C2=C1CCOCC2)C=2C=NN(C2)CC2C[C@H](N([C@H](C2)C)C(=O)OC(C)(C)C)C)C